FC=1C=C2C(C(=CN(C2=C(C1N1[C@H](CCC1)COC1=NC=CC=C1)F)C1=CC=C(C=C1)O)C(=O)O)=O (R)-6,8-difluoro-1-(4-hydroxy-phenyl)-4-oxo-7-(2-((pyridin-2-yloxy)methyl)pyrrolidin-1-yl)-1,4-dihydro-quinoline-3-carboxylic acid